tertbutyl ethyl(o-tolyl)carbamate C(C)N(C(OC(C)(C)C)=O)C1=C(C=CC=C1)C